4-(furo[3,2-c]pyridin-4-yl)-N-{trans-4-[(2,2,2-trifluoroethyl)amino]cyclohexyl}benzamide O1C=CC=2C(=NC=CC21)C2=CC=C(C(=O)N[C@@H]1CC[C@H](CC1)NCC(F)(F)F)C=C2